(R)-7-hydroxy-4-methyl-3,4-dihydro-2H-benzo[b][1,4,5]oxathiazepine 1,1-dioxide OC=1C=CC2=C(O[C@@H](CNS2(=O)=O)C)C1